Br[C@@H](C)C1(OC[C@H]([C@@H](O1)C(=O)O)C(=O)O)C1=CC(=C(C=C1)C1=CC=CC=C1)F (4R,5R)-2-((S)-1-bromoethyl)-2-(2-fluoro-[1,1'-biphenyl]-4-yl)-1,3-dioxan-4,5-dicarboxylic acid